triethyloxy-ethylene glycol phosphoramidite P(O)(O)N.C(C)OC(C(OCC)(OCC)O)O